C(C1=CC=CC=C1)OC1=C(C(=CC(=C1)OC([2H])([2H])[2H])F)B1OC(C(O1)(C)C)(C)C 2-(2-(Benzyloxy)-6-fluoro-4-(methoxy-d3)phenyl)-4,4,5,5-tetramethyl-1,3,2-dioxaborolane